2-(4-{methyl[(3R)-1-methylpiperidin-3-yl]amino}-5,6,7,8-tetrahydrophthalazin-1-yl)-5-(trifluoromethyl)phenol CN(C1=NN=C(C=2CCCCC12)C1=C(C=C(C=C1)C(F)(F)F)O)[C@H]1CN(CCC1)C